NC1=CC(=C(C=C1)O)C(CO)O 4-amino-2-(1,2-dihydroxyethyl)-phenol